C1C(O1)CC2CO2 1,2,4,5-diepoxypentane